FC=1C=C(C=C(C1CNCCN1C(CCC1)=O)OC)C=1C(=C(C=CC1)C1=C(C(=CC=C1)NC(=O)C1=CN=CN(C1=O)C)C)C N-(3''-fluoro-5''-methoxy-2,2'-dimethyl-4''-(((2-(2-oxopyrrolidin-1-yl)ethyl)amino)methyl)-[1,1':3',1''-terphenyl]-3-yl)-1-methyl-6-oxo-1,6-dihydropyrimidine-5-carboxamide